ClC1=NC=C(C(=N1)C1=C(C2=C(C3(N(C2=O)C)CCOCC3)S1)CC)F 2'-(2-Chloro-5-fluoropyrimidin-4-yl)-3'-ethyl-5'-methyl-2,3,5,6-tetrahydro-spiro[pyran-4,6'-thieno[2,3-c]pyrrol]-4'(5'H)-one